(1s,3s)-3-fluoro-N-(6-(4-methylpyridin-3-yl)benzo[d]thiazol-2-yl)cyclobutane-1-carboxamide FC1CC(C1)C(=O)NC=1SC2=C(N1)C=CC(=C2)C=2C=NC=CC2C